(4-{1-[(4-methoxyphenyl)methyl]-5-(trifluoromethyl)-1H-1,2,3-triazol-4-yl}pyridin-2-yl)methanol COC1=CC=C(C=C1)CN1N=NC(=C1C(F)(F)F)C1=CC(=NC=C1)CO